FC=1C(=C2C(=NC1C)NC(=C2)C(=O)O)C 5-fluoro-4,6-dimethyl-1H-pyrrolo[2,3-b]pyridine-2-carboxylic acid